(Z)-4-[2-[methyl-[2-[3-[2-[2-[2-[2-[4-(6-methyl-1,2,4,5-tetrazin-3-yl)phenoxy]ethoxy]ethoxy]ethoxy]ethoxy]propanoylamino]ethyl]amino]ethylamino]-4-oxo-but-2-enoic acid CN(CCNC(\C=C/C(=O)O)=O)CCNC(CCOCCOCCOCCOCCOC1=CC=C(C=C1)C=1N=NC(=NN1)C)=O